CC1=C(C(C(=C(N1)C)[N+](=O)[O-])C2=CC=CC=C2C(F)(F)F)C(=O)OC The molecule is a pentasubstituted dihydropyridine carrying methoxycarbonyl, 2-(trifluoromethyl)phenyl and nitro substituents at positions 3, 4 and 5 respectively as well as two methyl substituents at positions 2 and 6. It is a dihydropyridine, a methyl ester, a C-nitro compound and a member of (trifluoromethyl)benzenes.